4-(2-((5-Fluoro-7-methylquinolin-6-yl)amino)-7-methyl-8-oxo-7,8-dihydro-9H-purine-9-yl)tetrahydro-2H-pyran-4-carbonitrile FC1=C2C=CC=NC2=CC(=C1NC1=NC=C2N(C(N(C2=N1)C1(CCOCC1)C#N)=O)C)C